COC=1C=C(CN2C(=NC3=C2C=CC=C3)C=C)C=CC1 1-(3-methoxybenzyl)-2-vinyl-1H-benzo[d]imidazole